BrC1=CC=2C(=CN=CC2)N1C1CCOCC1 bromo-1-(tetrahydro-2H-pyran-4-yl)-1H-pyrrolo[2,3-c]pyridine